(R)-(3-Aminopiperidin-1-yl)(2-(1-(cyclopropylmethyl)-5,6-difluoro-1H-indol-2-yl)-5,6-dihydro-4H-imidazo[1,5,4-de]quinoxalin-8-yl)methanone N[C@H]1CN(CCC1)C(=O)C=1C=C2C=3N(CCNC3C1)C(=N2)C=2N(C1=CC(=C(C=C1C2)F)F)CC2CC2